5-(5-(7-(Trifluoromethyl)quinolin-4-ylthio)pentyloxy)-2-(morpholinomethyl)-4H-pyran-4-one FC(C1=CC=C2C(=CC=NC2=C1)SCCCCCOC=1C(C=C(OC1)CN1CCOCC1)=O)(F)F